tert-butyl (3aS,7aS)-octahydro-2H-pyrrolo[3,4-c]pyridine-2-carboxylate C1N(C[C@@H]2CNCC[C@@H]21)C(=O)OC(C)(C)C